1-benzyl-N-(spiro[3.3]heptan-2-yl)pyrrolidin-3-amine C(C1=CC=CC=C1)N1CC(CC1)NC1CC2(C1)CCC2